P(=O)([O-])OP(=O)[O-].[Na+].[Na+].N1CCCCCC1 azepane disodium diphosphonate